(Z)-3-fluoro-2-(((2-morpholino-benzo[d]oxazol-6-yl)oxy)methyl)-prop-2-en-1-amine 4-methylbenzene-sulfonate CC1=CC=C(C=C1)S(=O)(=O)O.F\C=C(\CN)/COC1=CC2=C(N=C(O2)N2CCOCC2)C=C1